C(CCCCCCCCCCCCCCCCC)(=O)O.OCC(O)CO.OCC(O)CO.OCC(O)CO.OCC(O)CO Tetraglycerin monostearate